FC1=CC=C(C=C1)C1=CC=C(S1)CC=1C=C(C=CC1C)[C@@H]1O[C@@H]([C@H]([C@@H]([C@H]1O)O)O)CO (2S,3R,4R,5S,6R)-2-[3-[[5-(4-fluorophenyl)thiophen-2-yl]methyl]-4-methylphenyl]-6-(hydroxymethyl)oxane-3,4,5-triol